2-(2-chloro-6-methoxypyridin-3-yl)acetic acid ClC1=NC(=CC=C1CC(=O)O)OC